4-amino-3-chloro-6-(4-chloro-2-fluoro-3-Methoxyphenyl)-5-fluoro-2-pyridinecarboxylic acid methyl ester COC(=O)C1=NC(=C(C(=C1Cl)N)F)C1=C(C(=C(C=C1)Cl)OC)F